CC=1N(N=C2C(=NN=C(C21)C)N2CCC(CC2)C(=O)NCCN2C(CCCC2)C)C2=CC=C(C=C2)C 1-(3,4-dimethyl-2-(p-tolyl)-2H-pyrazolo[3,4-d]pyridazin-7-yl)-N-(2-(2-methylpiperidin-1-yl)ethyl)piperidine-4-carboxamide